(5S)-2-[(5-Bromopyridin-2-yl)methyl]-5-{[(3R,4S)-3,4-difluoropyrrolidin-1-yl]carbonyl}-5,6,7,8-tetrahydro[1,2,4]triazolo[4,3-a]pyridin-3(2H)-one BrC=1C=CC(=NC1)CN1N=C2N([C@@H](CCC2)C(=O)N2C[C@H]([C@H](C2)F)F)C1=O